5-(furan-2-yl)-1,3,4-oxadiazole-2(3H)-thione O1C(=CC=C1)C1=NNC(O1)=S